4-chloro-2-fluoro-N-(methyl(oxo)(4-(5-(trifluoromethyl)-1,2,4-oxadiazol-3-yl)phenyl)-λ6-sulfaneylidene)benzamide ClC1=CC(=C(C(=O)N=S(C2=CC=C(C=C2)C2=NOC(=N2)C(F)(F)F)(=O)C)C=C1)F